6-(2,6-difluoro-3-(imidazo-[1,2-a]pyridine-8-sulfonamido)phenyl)-7-fluoro-N-(3-hydroxypropyl)-1H-indazole-3-carboxamide FC1=C(C(=CC=C1NS(=O)(=O)C=1C=2N(C=CC1)C=CN2)F)C2=CC=C1C(=NNC1=C2F)C(=O)NCCCO